(R)-2-(3-((methylsulfonyl)methyl)bicyclo[1.1.1]pentan-1-yl)-3-oxohexahydroimidazo[1,5-a]pyrazin CS(=O)(=O)CC12CC(C1)(C2)N2C(N1[C@H](CNCC1)C2)=O